Racemic-6-(4-Ethyl-3-(hydroxymethyl)-5-oxo-4,5-dihydro-1H-1,2,4-triazol-1-yl)-2-(2-fluorophenyl)-4-isopropyl-3,4-dihydroisoquinolin-1(2H)-one C(C)N1C(=NN(C1=O)C=1C=C2[C@H](CN(C(C2=CC1)=O)C1=C(C=CC=C1)F)C(C)C)CO |r|